NC1=C(C=2C(=NC(=C(C2)C)C)N1C1=C(C(=CC=C1C)O)C)C(=O)N[C@H]1CO[C@@H](CC1)CO 2-Amino-1-(3-hydroxy-2,6-dimethylphenyl)-N-((3r,6s)-6-(hydroxymethyl)tetrahydro-2H-pyran-3-yl)-5,6-dimethyl-1H-pyrrolo[2,3-b]pyridine-3-carboxamide